C(C)(=O)NC1=CC=C(C=N1)N1C=NC2=C1C=C(C=C2C)C(=O)N(COC)C2=CC(=C(C=C2)F)OC 3-(6-acetamido-3-pyridyl)-N-(4-fluoro-3-methoxy-phenyl)-N-(methoxymethyl)-7-methyl-benzimidazole-5-carboxamide